Heptanediol CCCCCCC(O)O